7-amino-N-[2-(3-amino-4-methoxypyrrolidin-1-yl)-3-fluoro-5,6,7,8-tetrahydroquinolin-6-yl]-3-methylthieno[2,3-b]pyrazine-6-carboxamide NC1=C(SC2=NC(=CN=C21)C)C(=O)NC2CC=1C=C(C(=NC1CC2)N2CC(C(C2)OC)N)F